C1(CCC1)SC1=NC=CC=C1C1=CC(=C(C(=C1)F)CCCCC(=O)O)F 5-[4-(2-Cyclobutylsulfanyl-3-pyridyl)-2,6-difluoro-phenyl]pentanoic acid